NC=1C2=C(N=CN1)N(C=C2)[C@H]2[C@@H]([C@@H]([C@H](C2)OC=2C=CC(=C1CCNCC21)F)O)O (1S,2S,3R,5S)-3-(4-amino-7H-pyrrolo[2,3-d]pyrimidin-7-yl)-5-((5-fluoro-1,2,3,4-tetrahydroisoquinolin-8-yl)oxy)cyclopentane-1,2-diol